4'-[4-(3-hydroxypropoxy)benzoyl]chalcone OCCCOC1=CC=C(C(=O)C2=CC=C(C(/C=C/C3=CC=CC=C3)=O)C=C2)C=C1